[K].C(CO)O ethylene glycol potassium salt